CC=1C=C(C=C(C1CC=1C=C2C3(C(NC2=CC1)=O)CCC3)C)NC(C(F)(F)F)=O N-(3,5-dimethyl-4-{2'-oxo-1'H-spiro[cyclobutane-1,3'-indol]-5'-ylmethyl}phenyl)-2,2,2-trifluoroacetamide